CON(C([C@@H](CNC(OC(C)(C)C)=O)C)=O)C |r| tert-butyl (RS)-{3-[methoxy(methyl)amino]-2-methyl-3-oxopropyl}carbamate